1-methyl-N-(5-(trifluoromethyl)-2,3-dihydro-1H-inden-1-yl)-1H-pyrazol-4-amine CN1N=CC(=C1)NC1CCC2=CC(=CC=C12)C(F)(F)F